fluoren-1-amine C1(=CC=CC=2C3=CC=CC=C3CC12)N